FC=1C=CC2=C(NC(=N2)NC(=O)C2CC(CC(C2)C)(C)C)C1 N-(6-Fluoro-1H-1,3-benzodiazol-2-yl)-3,3,5-trimethylcyclohexan-1-carboxamid